3-(heptatriaconta-9,28-dien-19-yl)-1H-imidazol-3-ium CCCCCCCCC=CCCCCCCCCC(CCCCCCCCC=CCCCCCCCC)[N+]1=CNC=C1